N-(3-(2-(1,1-difluoroethyl)-6-methylpyrimidin-4-yl)-1-methyl-1H-pyrazolo[3,4-c]pyridin-5-yl)propionamide FC(C)(F)C1=NC(=CC(=N1)C1=NN(C2=CN=C(C=C21)NC(CC)=O)C)C